S1C=CC2=C1C1=C(C=C2)C=CC=C1 benzbenzothiophene